4-methyl-stigmasta-7,24(28)-dien-3-ol CC1C2CC=C3[C@@H]4CC[C@H]([C@@H](CCC(=CC)C(C)C)C)[C@]4(CC[C@@H]3[C@]2(CCC1O)C)C